BrC1=C(C(=C(C=C1)C1=CC=CC=C1)F)Cl bromo-3-chloro-2-fluoro-1,1'-biphenyl